methyl tetronate COC1=CC(=O)OC1